tert-butyl 6-((4-(4-(trifluoromethyl) piperidin-1-yl) phenyl) amino)-1H-indazole-1-carboxylate FC(C1CCN(CC1)C1=CC=C(C=C1)NC1=CC=C2C=NN(C2=C1)C(=O)OC(C)(C)C)(F)F